COC1=CC=C(CNC(CC=2N=CN(C2)C2=CC=C(C=C2)C2=NOC(=N2)C(F)(F)F)=O)C=C1 N-(4-methoxybenzyl)-2-(1-(4-(5-(trifluoromethyl)-1,2,4-oxadiazol-3-yl)phenyl)-1H-imidazol-4-yl)acetamide